dimethoxyterephthaloyl chloride COC=1C(=C(C(=O)Cl)C=CC1C(=O)Cl)OC